CC1=CN=C2C(=N1)N(C(C(=C2)C2CCC(CC2)C2=NN(C1=CC=CC=C21)C)=O)CC2=NC=CC=C2C(F)(F)F 3-methyl-7-((1r,4r)-4-(1-methyl-1H-indazol-3-yl)cyclohexyl)-5-((3-(trifluoromethyl)pyridin-2-yl)methyl)pyrido[2,3-b]pyrazin-6(5H)-one